C(C)(C)(C)OC(NCC=1C=NNC(C1Cl)=O)=O N-[(5-chloro-6-oxo-1H-pyridazin-4-yl)methyl]carbamic acid tert-butyl ester